ClCCC[Si](OC)(CCC)CCC chloropropyl-dipropyl-methoxysilane